CON(C(=O)C12CNC(C1)C2)C N-methoxy-N-methyl-2-azabicyclo[2.1.1]hexane-4-carboxamide